2,6-bis(dihydroxybenzyl)-4-methylphenol OC(C1=CC=CC=C1)(C1=C(C(=CC(=C1)C)C(C1=CC=CC=C1)(O)O)O)O